BrC1=C(C=C(C=C1)O)CCNC(=O)[C@]1([C@@H](CC[C@H](C1)C)C(C)C)O (1S,2S,5R)-N-[2-(2-bromo-5-hydroxy-phenyl)ethyl]-1-hydroxy-2-isopropyl-5-methyl-cyclohexanecarboxamide